5-fluoro-3-((5-nitrofuran-2-yl)methyl)pyrimidine-2,4(1H,3H)-dione FC=1C(N(C(NC1)=O)CC=1OC(=CC1)[N+](=O)[O-])=O